FC=1C(=NC(=CC1)C(=O)OC)COC[C@H]1CN(CCN1)C(=O)OC(C)(C)C (R)-tert-butyl 3-(((3-fluoro-6-(methoxycarbonyl)pyridin-2-yl)methoxy)methyl)piperazine-1-carboxylate